CC1(C(=C(C1)C1=C(C=C(C=C1)C)NC(C)=O)C1=CC=CC=C1)C N-(2-(3,3-dimethyl-2-phenylcyclobut-1-enyl)-5-methylphenyl)acetamide